C(C1=CC=CC=C1)SC1=CC=C(C2=C1N=C(S2)CCCCNC(OC(C)(C)C)=O)C tert-Butyl (4-(4-(benzylthio)-7-methylbenzo[d]thiazol-2-yl)butyl)carbamate